CC(C)C1=CC=C(C=C1)NC(N)=O 3-[4-(propan-2-yl)phenyl]urea